(S)-N-((R or S)-(4-chlorophenyl)(4-(trifluoromethoxy)phenyl)methyl)-5-oxopyrrolidine-3-carboxamide ClC1=CC=C(C=C1)[C@H](NC(=O)[C@@H]1CNC(C1)=O)C1=CC=C(C=C1)OC(F)(F)F |o1:7|